O=C(C(=O)N)N1[C@H](CC[C@@H](C1)C)C1=CC(=CC=C1)F |r| 2-Oxo-2-[rac-(2R,5S)-2-(3-fluorophenyl)-5-methyl-1-piperidyl]acetamide